N-(4-(6-methoxynaphthalen-2-yl)butan-2-yl)aniline COC=1C=C2C=CC(=CC2=CC1)CCC(C)NC1=CC=CC=C1